ClC1=NC=C(C=N1)NC(=O)NC(C(F)(F)F)C=1OC2=C(C1C)C=C(C=C2F)F 1-(2-chloropyrimidin-5-yl)-3-[1-(5,7-difluoro-3-methyl-1-benzofuran-2-yl)-2,2,2-trifluoroethyl]urea